S-methyl-isothiourea sulphate S(=O)(=O)(O)O.CSC(N)=N